N,N'-dicyclohexylmethane-diimine C1(CCCCC1)N=C=NC1CCCCC1